Cl.NCC(=O)C1OC2=C(NC1)C=C(C=C2)C(=O)NC(C)(C)C 2-(2-Aminoacetyl)-N-tert-butyl-3,4-dihydro-1,4-benzoxazine-6-carboxamide hydrochloride